C(C)(C)N1C[C@H]([C@@H](C1)C1=C(C=CC=C1)C(F)(F)F)NC(=O)C=1C=C2C(=NC1)NN=C2C2=CC(=NC=C2)C N-((3S,4R)-1-isopropyl-4-(2-(trifluoromethyl)phenyl)pyrrolidin-3-yl)-3-(2-methylpyridin-4-yl)-1H-pyrazolo[3,4-b]pyridine-5-amide